C(C1=CC=CC=C1)C=1C=C(C#N)C=C(C1)C=1C2=CN(N=C2C(=CC1)OC)C1CC1 3-benzyl-5-(2-cyclopropyl-7-methoxy-2H-indazol-4-yl)benzonitrile